CC1=[N+](C2=CC=CC=C2C(=O)C1(C/C=C(\\C)/CC/C=C(\\C)/CCC=C(C)C)O)[O-] The molecule is a member of the class of quinoline N-oxides that is 3-hydroxy-2-methyl-1-oxo-1lambda(5)-quinolin-4-one carrying an additional (2E,6E)-farnesyl group at position 3. It has a role as a bacterial metabolite. It is a quinolone, a quinoline N-oxide, an olefinic compound, a tertiary alcohol and a tertiary alpha-hydroxy ketone.